2-(4-(benzyloxy)benzyl)isoindoline-1,3-dione C(C1=CC=CC=C1)OC1=CC=C(CN2C(C3=CC=CC=C3C2=O)=O)C=C1